3-Methoxycyclobutanol COC1CC(C1)O